N-[2-(bromomethyl)-3-fluoro-allyl]carbamic acid tert-butyl ester C(C)(C)(C)OC(NCC(=CF)CBr)=O